C(CCCC)(=O)O[Si](C)(C)C Pentanoic acid, trimethylsilyl ester